C(C)(C)(C)OC(=O)N1CC(C(CC1)OC1=C2C(N(C=NC2=CC=C1OC)COCC[Si](C)(C)C)=O)(F)F 3,3-difluoro-4-((6-methoxy-4-oxo-3-((2-(trimethylsilyl)ethoxy)methyl)-3,4-dihydroquinazolin-5-yl)oxy)piperidine-1-carboxylic acid tert-butyl ester